ethyl 5-(2-fluorophenyl)-1H-pyrrole-3-carboxylate FC1=C(C=CC=C1)C1=CC(=CN1)C(=O)OCC